ClC1=NN(C(=C1)C(=O)C=1C=NN(C1)CC)C1=C(C=C(C=C1)F)C(C)O (3-chloro-1-(4-fluoro-2-(1-hydroxyethyl)phenyl)-1H-pyrazol-5-yl)(1-ethyl-1H-pyrazol-4-yl)methanone